ClC1=CC=C(N=N1)OC1C[C@]2(CC[C@@](C1)(N2)C)C (1R,3s,5S)-3-(6-Chloropyridazin-3-yloxy)-1,5-dimethyl-8-azabicyclo[3.2.1]octane